2-fluoro-4-(4,4,5,5-tetramethyl-1,3,2-dioxaborolan-2-yl)benzonitrile FC1=C(C#N)C=CC(=C1)B1OC(C(O1)(C)C)(C)C